1-(8-bromo-1-nonyloxy-octyloxy)nonane BrCCCCCCCC(OCCCCCCCCC)OCCCCCCCCC